CC(C)(C)[S@](=O)N[C@H](C#C[Si](C)(C)C)C1=C(C(=CC=C1)C(F)(F)F)C (S)-2-methyl-N-((S)-1-(2-methyl-3-(trifluoromethyl)phenyl)-3-(trimethylsilyl)prop-2-yn-1-yl)propane-2-sulfinamide